F[C@@H]1CC2=C(C=3CCCC3C(=C2C1)NC(=O)N[S@@](=O)(=NC(C1=CC=CC=C1)(C1=CC=CC=C1)C1=CC=CC=C1)C=1C=NN2C1OCC(C2)(C)C)F (S)-N-{((S)-2,8-difluoro-1,2,3,5,6,7-hexahydro-s-indacen-4-yl)carbamoyl}-6,6-dimethyl-N'-trityl-6,7-dihydro-5H-pyrazolo[5,1-b][1,3]oxazine-3-sulfonimidamide